(R,E)-N-(4-((3-chloro-4-(3-fluorobenzyloxy)phenyl)amino)-5-ethoxyquinazolin-6-yl)-3-(1-ethylpyrrolidin-2-yl)acrylamide ClC=1C=C(C=CC1OCC1=CC(=CC=C1)F)NC1=NC=NC2=CC=C(C(=C12)OCC)NC(\C=C\[C@@H]1N(CCC1)CC)=O